[F-].[F-].[C+2](=O)=O carbon dioxide difluoride